C(C1=CC=CC=C1)NC(C1=CC(=C(C=C1)Br)OC)=O N-benzyl-4-bromo-3-methoxybenzamide